((1R,2R)-2-formylcyclopropyl)benzoic acid methyl ester COC(C1=C(C=CC=C1)[C@H]1[C@@H](C1)C=O)=O